O1CCOC12C(CCC2)C=2SC(=CN2)C=2C(=C(C=CC2)NC2=CC(=NC=C2C(=O)N)NC(=O)C2CC2)OC 4-((3-(2-(1,4-dioxaspiro[4.4]nonan-6-yl)thiazol-5-yl)-2-methoxyphenyl)amino)-6-(cyclopropanecarboxamido)nicotinamide